ethyl 2-(pyridin-3-yl)butanoate N1=CC(=CC=C1)C(C(=O)OCC)CC